C(=C)OCCCC normal butyl vinyl ether